N1C=NC2=C1C=CC(=C2)N2C([C@@H]([C@@H]2C2=C(C=C(C=C2)C=2N=NC(=CC2)C(F)(F)F)C)C2CC2)=O (3R,4R)-1-(1H-benzo[d]imidazol-5-yl)-3-cyclopropyl-4-(2-methyl-4-(6-(trifluoromethyl)pyridazin-3-yl)phenyl)azetidin-2-one